BrCC=1C=C(CSC2=C3CN(C(C3=CC=C2)=O)C2C(NC(CC2)=O)=O)C=CC1 3-(4-((3-(bromomethyl)benzyl)thio)-1-oxoisoindolin-2-yl)piperidine-2,6-dione